C(C)SC=1C=C(C=NC1N1N=C2C(C=NC(=C2)C(C(F)(F)F)(F)F)=C1)C1=CC=C(C=C1)C1(CC1)C#N 1-[4-[5-ethylsulfanyl-6-[6-(1,1,2,2,2-pentafluoroethyl)pyrazolo[4,3-c]pyridin-2-yl]-3-pyridyl]phenyl]cyclopropanecarbonitrile